O=C1NCCC2=C(C1)C=CC(=C2)C(=O)OC(C)(C)C tert-butyl (2-oxo-2,3,4,5-tetrahydro-1H-benzo[d]azepin-7-yl)carboxylate